The molecule is the glycosyloxyflavone which is the 7-O-glucuronide of scutellarein. It has a role as an antineoplastic agent and a proteasome inhibitor. It is a glycosyloxyflavone, a glucosiduronic acid, a trihydroxyflavone and a monosaccharide derivative. It derives from a scutellarein. It is a conjugate acid of a scutellarin(1-). C1=CC(=CC=C1C2=CC(=O)C3=C(C(=C(C=C3O2)O[C@H]4[C@@H]([C@H]([C@@H]([C@H](O4)C(=O)O)O)O)O)O)O)O